Mono-Octyltin C(CCCCCCC)[Sn]